4-(8-(2-chloropyrimidin-4-yl)-3,8-diazabicyclo[3.2.1]oct-3-yl)-6-(2-(methoxymethoxy)phenyl)pyridazin-3-amine ClC1=NC=CC(=N1)N1C2CN(CC1CC2)C2=C(N=NC(=C2)C2=C(C=CC=C2)OCOC)N